(6-(diphenylphosphino)spiro[4.4]nona-1,6-dien-1-yl)-4,5-dihydro-4-benzyloxazole C1(=CC=CC=C1)P(C=1C2(CCC=C2C=2OCC(N2)CC2=CC=CC=C2)CCC1)C1=CC=CC=C1